COC1=C(C=CC(=C1)CNC(CCCC\C=C\C(C)C)=O)[O-] 2-methoxy-4-({N-[(6E)-1-oxo-8-methylnon-6-enyl]amino}methyl)phenolate